(3R)-1-[(2R)-2-[[4-(2-chloro-4-fluoro-phenyl)-7-quinolyl]oxy]propanoyl]piperidine-3-sulfonamide ClC1=C(C=CC(=C1)F)C1=CC=NC2=CC(=CC=C12)O[C@@H](C(=O)N1C[C@@H](CCC1)S(=O)(=O)N)C